mono-lauryl-glycerol C(CCCCCCCCCCC)C(CO)(O)CO